3-azido-1-(5-bromo-2-(cyclopropylethynyl)phenyl)propan-1-ol N(=[N+]=[N-])CCC(O)C1=C(C=CC(=C1)Br)C#CC1CC1